4-(1-ethoxyvinyl)-5-methoxy-2-(4-methoxybenzyl)pyridazin-3(2H)-one C(C)OC(=C)C=1C(N(N=CC1OC)CC1=CC=C(C=C1)OC)=O